C(=O)[O-].CC1(OC[C@@H]2[C@H](O1)[C@H]([C@H]([C@]1(O2)OCC(C1)C)[N+]1=CC=CC=C1)N1N=NC(=C1)C1=CC(=C(C(=C1)F)F)F)C (2s,4a'r,7'r,8's,8a'r)-2',2',4-trimethyl-8'-(4-(3,4,5-trifluorophenyl)-1H-1,2,3-triazol-1-yl)hexahydro-3H,4'H-spiro[furan-2,6'-pyrano[3,2-d][1,3]dioxin]-7'-ylpyridinium formate